CN(C=1SC2=C(N1)C=CC(=C2)C2=NC(=NC=C2F)NC2=NC=C(C(=O)N1CCN(CC1)C(=O)OC(C)(C)C)C=C2)C tert-butyl 4-(6-((4-(2-(dimethylamino)benzothiazole-6-yl)-5-fluoropyrimidine-2-yl)amino)nicotinoyl)piperazine-1-carboxylate